6-[5-[(3S,4S)-4-amino-3-methyl-2-oxa-8-azaspiro[4.5]decan-8-yl]pyrazin-2-yl]sulfanyl-5-Fluoro-3-(2-methoxyethyl)quinazolin-4-one N[C@@H]1[C@@H](OCC12CCN(CC2)C=2N=CC(=NC2)SC=2C(=C1C(N(C=NC1=CC2)CCOC)=O)F)C